[S+2].P(=S)([O-])([O-])[O-].[Mg+2].[Mg+2].P(=S)([O-])([O-])[O-] di-magnesium thiophosphate sulfur